(4-bromo-3-fluorobenzyl)malonic acid diethyl ester C(C)OC(C(C(=O)OCC)CC1=CC(=C(C=C1)Br)F)=O